FC=1C=C2CCNCC2=C(C1C=1C=C2C(=NNC2=CC1C#N)C1=CC(=C2CCN(CC2=C1)C)C)F 5-(6,8-difluoro-1,2,3,4-tetrahydroisoquinolin-7-yl)-3-(2,5-dimethyl-1,2,3,4-tetrahydroisoquinolin-7-yl)-1H-indazole-6-formonitrile